FC(C(=O)O)(F)F.FC(C(=O)O)(F)F.C(N)(=N)C1=CC=C(CNC([C@H](C)NC(=O)[C@@H]2NC[C@H](C2)OC2=CC=CC=C2)=O)C=C1 (2R,4S)-N-((S)-1-((4-amidinobenzyl)amino)-1-oxopropan-2-yl)-4-phenoxypyrrolidine-2-carboxamide bis-trifluoroacetate